(2R,5R)-5-(hydroxymethyl)-2-methylpiperazine-1-carboxylic acid tert-butyl ester C(C)(C)(C)OC(=O)N1[C@@H](CN[C@H](C1)CO)C